C(N)(=O)C=1C(=C(C(=NC1CC(C)C)COC1=CC=C(C=C1)F)C(=O)O)C=1SC(=CC1)C(=O)N[C@@H]1CCC2=CC=CC=C12 5-carbamoyl-2-{[(4-fluorophenyl)oxy]methyl}-4-[5-({[(1R)-2,3-dihydro-1H-indenyl]amino}carbonyl)thiophen-2-yl]-6-(2-methylpropyl)pyridine-3-carboxylic acid